BrC1=C(C(=C(C=C1)N=CN(C)C)C#N)F N'-(4-bromo-2-cyano-3-fluorophenyl)-N,N-dimethylformimidamide